C1=C(C=CC2=CC(=CC=C12)S(=O)(=O)O)S(=O)(=O)O.ClC1=C2C=CN=C(C2=CC=C1)NC=1C=CC(=NC1)C(=O)NC1CC2=CC=CC=C2CC1 5-((5-Chloroisoquinolin-1-yl)amino)-N-(1,2,3,4-tetrahydronaphthalen-2-yl)pyridinecarboxamide naphthalene-2,6-disulfonate